6-(4-(benzyloxy)-6-chlorobenzofuran-2-yl)-2-bromoimidazo[2,1-b][1,3,4]thiadiazole C(C1=CC=CC=C1)OC1=CC(=CC2=C1C=C(O2)C=2N=C1SC(=NN1C2)Br)Cl